3-(4-cyano-3-fluorophenyl)-7-fluoro-2-methyl-4-oxo-2,3-dihydro-1H-quinoline-5-carboxylic acid methyl ester COC(=O)C=1C=2C(C(C(NC2C=C(C1)F)C)C1=CC(=C(C=C1)C#N)F)=O